sodium sesqui-carbonate C(O)(O)=O.[Na+].C([O-])([O-])=O.C(O)(O)=O.[Na+]